CON=CC1NC(C1)=O 4-oxoazetidine-2-carbaldehyde O-methyloxime